N2-(N,N-dimethylaminomethylene)-5'-O-(4,4'-dimethoxytrityl)-2'-O-(2-(N-methylcarbamoyl)ethyl)guanosine CN(C)C=NC=1NC(C=2N=CN([C@H]3[C@H](OCCC(NC)=O)[C@H](O)[C@@H](COC(C4=CC=C(C=C4)OC)(C4=CC=C(C=C4)OC)C4=CC=CC=C4)O3)C2N1)=O